C1(CC1)COC(=O)C=1C=NC2=C(C=CC(=C2C1)[N+](=O)[O-])O 8-hydroxy-5-nitroquinoline-3-Formic acid-cyclopropylmethyl ester